O1COC2=C1C=CC(=C2)N(C(=O)C=2C=C(C=CC2)N2N=C(C(=C2C(=O)NC)Cl)C)C 2-[3-[1,3-benzodioxol-5-yl(methyl)carbamoyl]phenyl]-4-chloro-N,5-dimethyl-pyrazole-3-carboxamide